3-hydroxymethyl-9-methoxycarbonyl-tricyclo[5.2.1.02,6]Decane OCC1C2C3C(CC(C2CC1)C3)C(=O)OC